FC1=CC=CC=2C(=CSC21)C#N 7-Fluoro-benzothiophene-3-carbonitrile